(S)-N-(1-cyclobutyl-1H-imidazol-4-yl)-2-(2-phenylpyrrolidin-1-yl)pyrrolo[2,1-f][1,2,4]triazin-4-amine C1(CCC1)N1C=NC(=C1)NC1=NC(=NN2C1=CC=C2)N2[C@@H](CCC2)C2=CC=CC=C2